ClC1=C(C=NC(=C1)N1CCCCC1)N 4-chloro-6-(piperidin-1-yl)pyridin-3-amine